C(C)(=O)OC1=C(C(=C(C2=CC=CC=C12)OC(CCC(=O)OC1=C(C(=C(C2=CC=CC=C12)OC(C)=O)C\C=C(\CC\C=C(\CC\C=C(\CC\C=C(\CC\C=C(\CC\C=C(\CCC=C(C)C)/C)/C)/C)/C)/C)/C)C)=O)C)C\C=C(\CC\C=C(\CC\C=C(\CC\C=C(\CC\C=C(\CC\C=C(\CCC=C(C)C)/C)/C)/C)/C)/C)/C bis[4-(acetyloxy)-3-[(2E,6E,10E,14E,18E,22E)-3,7,11,15,19,23,27-heptamethyloctacosa-2,6,10,14,18,22,26-heptaen-1-yl]-2-methylnaphthalen-1-yl]butanedioate